(2S,4R)-N-((R)-1-(4-carbamimidoylthiophen-2-yl)ethyl)-4-(difluoromethoxy)-1-(2-(1-oxo-5-phenylisoindolin-2-yl)acetyl)pyrrolidine-2-carboxamide C(N)(=N)C=1C=C(SC1)[C@@H](C)NC(=O)[C@H]1N(C[C@@H](C1)OC(F)F)C(CN1C(C2=CC=C(C=C2C1)C1=CC=CC=C1)=O)=O